C/C(/C(=O)O)=C\C1=C(NC2=C(C=C(C=C12)COCC)N)C1=CC=CC=C1.NC=1C=C(C=C2C(=C(NC12)C1=CC=CC=C1)/C=C/C(=O)OC)COCC Methyl (E)-3-(7-amino-5-(ethoxymethyl)-2-phenyl-1H-indol-3-yl)-acrylate {methyl (E)-3-(7-amino-5-(ethoxymethyl)-2-phenyl-1H-indol-3-yl)acrylate}